2-butyl-7-(1-methylpiperidin-4-yl)-1H-imidazo[4,5-d]thieno[3,2-b]pyridine-4-amine C(CCC)C1=NC=2C(=C3C(=NC2N)C=C(S3)C3CCN(CC3)C)N1